3-amino-4-(7-cyano-1H-indazol-4-yl)-2-oxo-1H-1,7-phenanthroline-6-carbonitrile NC=1C(NC2=C3C=CC=NC3=C(C=C2C1C1=C2C=NNC2=C(C=C1)C#N)C#N)=O